C(CCCCCCCCCCOC1=CC=CC=C1)OC1=CC=CC=C1 1,1'-[1,11-Undecanediylbis(oxy)]bisbenzene